((2-(3-isobutoxy-4-methoxyphenyl)oxazol-4-yl)methyl)pyridine-2,5-dicarboxamide C(C(C)C)OC=1C=C(C=CC1OC)C=1OC=C(N1)CC=1C(=NC=C(C1)C(=O)N)C(=O)N